(R)-6-chloro-3-((1-(2-cyano-7-methyl-3-(3-(5-(trifluoromethyl)isoxazol-3-yl)azetidin-1-yl)quinoxalin-5-yl)ethyl)amino)picolinic acid ClC1=CC=C(C(=N1)C(=O)O)N[C@H](C)C1=C2N=C(C(=NC2=CC(=C1)C)C#N)N1CC(C1)C1=NOC(=C1)C(F)(F)F